C(C)(C)(C)[Si](C)(C)O[C@@H](CC=C)C(C)(C)C (S)-tert-Butyl-(1-tert-butylbut-3-enyloxy)dimethylsilane